ClC1=CC=C(C=C1)C(C)(C)N1C[C@@](CC1)([C@H]1OCC1(C)C)CCC1=NC=C(C#N)C=C1 |o1:15| 6-(2-((R)-1-(2-(4-chlorophenyl)propan-2-yl)-3-((R or S)-3,3-dimethyloxetan-2-yl)pyrrolidin-3-yl)ethyl)nicotinonitrile